C(C)OC=1C=C(N)C=CC1OC 3-Ethoxy-4-methoxyaniline